(S)-6-(((S)-3-oxo-1-((S)-2-oxopyrrolidin-3-yl)-4-(trifluoromethoxy)butan-2-yl)carbamoyl)-5-azaspiro[2.4]heptane-5-carboxylic acid tert-butyl ester C(C)(C)(C)OC(=O)N1CC2(CC2)C[C@H]1C(N[C@@H](C[C@H]1C(NCC1)=O)C(COC(F)(F)F)=O)=O